[2H][C@@](C(=O)O)(C([2H])(C([2H])([2H])[2H])C([2H])([2H])[2H])N L-valine-D8